CC1(OCC[C@@H](C1)C=1C=C2C=C(N(C2=CC1)C1(CC12CC2)C2=NOC(N2)=C=O)C(=O)O)C 5-((S)-2,2-dimethyltetrahydro-2H-pyran-4-yl)-1-(1-(5-carbonyl-4,5-dihydro-1,2,4-oxadiazol-3-yl)spiro[2.2]pentan-1-yl)-1H-indole-2-carboxylic acid